C[NH2+]CCO N-methylhydroxyethylammonium